4-[[4-[4-[(3R,5R)-5-[(5-chloro-1-methyl-6-oxo-pyridazin-4-yl)amino]-1-methyl-3-piperidyl]benzoyl]piperazin-1-yl]methyl]-N-[2-(2,6-dioxo-3-piperidyl)-1,3-dioxo-isoindolin-4-yl]benzamide ClC1=C(C=NN(C1=O)C)N[C@@H]1C[C@@H](CN(C1)C)C1=CC=C(C(=O)N2CCN(CC2)CC2=CC=C(C(=O)NC3=C4C(N(C(C4=CC=C3)=O)C3C(NC(CC3)=O)=O)=O)C=C2)C=C1